6-bromo-1,1,4,4,7-pentamethyl-1,2,3,4-tetrahydronaphthalene BrC=1C=C2C(CCC(C2=CC1C)(C)C)(C)C